1-(2-{[tert-Butyl(dimethyl)silyl]oxy}ethyl)-4-(4,4,5,5-tetramethyl-1,3,2-dioxaborolan-2-yl)-1H-pyrazole [Si](C)(C)(C(C)(C)C)OCCN1N=CC(=C1)B1OC(C(O1)(C)C)(C)C